dimethyl-[3-(10H-phenothiazin-10-yl)propyl]amine CN(CCCN1C2=CC=CC=C2SC=2C=CC=CC12)C